SCC(SCCC(C)S)CSCC(SCCS)CS 4,8-dimercaptomethyl-1,11-dimercaptoethyl-3,6,9-trithiaundecane